(S)-benzyl (1-hydroxy-3-phenylpropan-2-yl)carbamate OC[C@H](CC1=CC=CC=C1)NC(OCC1=CC=CC=C1)=O